OC[C@H]1OC2(CCC2)CN(C1)C(=O)OC(C)(C)C tert-butyl (6S)-6-(hydroxymethyl)-5-oxa-8-azaspiro[3.5]nonane-8-carboxylate